FC1=C(CO[C@H]2C[C@H](C2)OC=2N=CC(=NC2)C2=CC(=NO2)O)C=C(C=C1)C(F)(F)F 5-{5-[(cis-3-{[2-fluoro-5-(trifluoromethyl)benzyl]oxy}cyclobutyl)oxy]pyrazin-2-yl}isoxazol-3-ol